N'-(1,3-phenylenebis(ethane-1,1-diyl))bis(N-phenyl-benzene-1,4-diamine) C1(=CC(=CC=C1)C(C)C1=C(C=CC(=C1)N)NC1=CC=CC=C1)C(C)C1=C(C=CC(=C1)N)NC1=CC=CC=C1